CC1=NN(C(=C1)C)C=1N=C(C2=C(N1)C=C(C=N2)C)NC2CCCC1=CC=CC=C21 2-(3,5-Dimethylpyrazol-1-yl)-7-methyl-N-tetralin-1-yl-pyrido[3,2-d]pyrimidin-4-amine